OC=1C=C(C(=O)OC=2COC3=C(C2)C=CC=C3)C=C(C1O)O benzopyran-3-yl 3,4,5-trihydroxybenzoate